N-[(isopropylamino)carbonyl]-[(3-methylphenyl)amino]pyridine-3-sulfonamide C(C)(C)NC(=O)NS(=O)(=O)C=1C(=NC=CC1)NC1=CC(=CC=C1)C